N1N=CC(=C1)CCNC1=NC(=NC(=C1C)C)C(=O)NC1(COC1)C1=CC=CC=C1 4-((2-(1H-pyrazol-4-yl)ethyl)amino)-5,6-dimethyl-N-(3-phenyloxetan-3-yl)pyrimidine-2-carboxamide